Butyl 4-(Methylsulfonyloxy)piperidine-1-carboxylate CS(=O)(=O)OC1CCN(CC1)C(=O)OCCCC